CC1(OB(OC1(C)C)C=1CCN(CC1)C(=O)OC(C)(C)C)C tertbutyl 4-(4,4,5,5-tetramethyl-1,3,2-dioxaborolan-2-yl)-3,6-dihydropyridine-1(2H)-carboxylate